CC1(C(=NOC1CC1=NC2=CC=CC=C2C(=C1)C)C=1SC=CC1)C 4,4-dimethyl-5-((4-methylquinolin-2-yl)methyl)-3-(thiophen-2-yl)-4,5-dihydroisoxazole